N-(5-((6-((R)-3-(3,5-difluorophenyl)-isoxazolidine-2-yl)pyrimidine-4-yl)amino)-4-methoxy-2-(4-(4-(oxetane-3-yl)piperazine-1-yl)piperidine-1-yl)phenyl)acrylamide FC=1C=C(C=C(C1)F)[C@@H]1N(OCC1)C1=CC(=NC=N1)NC=1C(=CC(=C(C1)NC(C=C)=O)N1CCC(CC1)N1CCN(CC1)C1COC1)OC